(1R)-1-hydroxytriacontane OCCCCCCCCCCCCCCCCCCCCCCCCCCCCCC